4-cinnamylphenol tris(dimethylamino)sulfonium salt CN(C)[S+](N(C)C)N(C)C.C(C=CC1=CC=CC=C1)C1=CC=C(C=C1)O